(R)-2-((2-amino-7-(6-(pyrrolidin-1-ylmethyl)pyridin-3-yl)-1,5-naphthyridin-4-yl)amino)-2-methylhexan-1-ol NC1=NC2=CC(=CN=C2C(=C1)N[C@@](CO)(CCCC)C)C=1C=NC(=CC1)CN1CCCC1